2-(2-(cyclopropanesulfonamido)thiazol-4-yl)-N-(2-fluoro-4-(6-(trifluoromethyl)pyrazin-2-yl)phenyl)-4-methoxybutanamide C1(CC1)S(=O)(=O)NC=1SC=C(N1)C(C(=O)NC1=C(C=C(C=C1)C1=NC(=CN=C1)C(F)(F)F)F)CCOC